2-ISOBUTOXYPHENYLBORONIC ACID C(C(C)C)OC1=C(C=CC=C1)B(O)O